BrC1=C(OCCOS(=O)(=O)C2=CC=C(C=C2)C)C(=CC=C1OC)CO 2-(2-bromo-6-(hydroxymethyl)-3-methoxyphenoxy)ethyl-4-methylbenzenesulfonate